C12C=3C=CC=CC3C(N(CC1)C(CC=1C(NC3=CC=C(C=C3C1)F)=O)=O)C2 3-(2-{9-azatricyclo[6.3.1.0^{2,7}]dodeca-2(7),3,5-trien-9-yl}-2-oxoethyl)-6-fluoro-1H-quinolin-2-one